10-(3,4,5,6-tetrahydro-2H-pyran-2-yloxy)decanoic acid-2-butyloctyl ester C(CCC)C(COC(CCCCCCCCCOC1OCCCC1)=O)CCCCCC